FC1=C(C=CC=C1)C1=CC=CC(=N1)C1(C=C(C(C(C1)(C)C)=O)C#N)OC 3-[6-(2-fluorophenyl)pyridin-2-yl]-3-methoxy-5,5-dimethyl-6-oxocyclohex-1-ene-1-carbonitrile